ClC1=CC=C(COC2=CC=3CC[N+]4=C(C3C=C2OC)C(=C2C=CC(=C(C2=C4)OC)OC)CC#C)C=C1 3-((4-chlorobenzyl)oxy)-2,9,10-trimethoxy-13-(prop-2-yn-1-yl)-5,6-dihydroisoquinolino[3,2-a]isoquinolin-7-ium